6,7-Diethoxy-N-(2-fluoro-4-methylsulfonylphenyl)isoquinolin-1-amine C(C)OC=1C=C2C=CN=C(C2=CC1OCC)NC1=C(C=C(C=C1)S(=O)(=O)C)F